CN(N(C)C)C(=O)OC1CCCC1 cyclopentyl 1,2,2-trimethylhydrazine-1-carboxylate